1-diazo-7-methoxynaphthalene-2(1H)-one [N+](=[N-])=C1C(C=CC2=CC=C(C=C12)OC)=O